ClC=1NN(C(=CC1)Cl)C(CO)C1=CC=CC=C1 3,6-dichloro-N-(2-hydroxy-1-phenylethyl)pyridazine